C(C1=CC=CC=C1)N1CCN(CC1)C(=O)NC1=NC=C(C=C1)O[Si](C)(C)C(C)(C)C 4-benzyl-N-[5-[(tert-butyldimethylsilyl)oxy]pyridin-2-yl]piperazine-1-carboxamide